3,4-bis(4-bromophenyl)isocoumarin BrC1=CC=C(C=C1)C=1OC(=O)C2=CC=CC=C2C1C1=CC=C(C=C1)Br